C(C)OCCN1N=CC(=C1)NC1=NC(=NS1)C1=CC=C(C=C1)N1C(NCC1)=O 1-(4-(5-((1-(2-ethoxyethyl)-1H-pyrazol-4-yl)amino)-1,2,4-thiadiazol-3-yl)phenyl)imidazolidin-2-one